5,11,17-docosatrienoic acid C(CCCC=CCCCCC=CCCCCC=CCCCC)(=O)O